CN(C(=O)N(C)CC1=CC=C(C=C1)N=C(C1=CC=CC=C1)C1=C(NC2=CC(=CC=C12)C(=O)[O-])O)C 3-[N-[4-[[dimethylcarbamoyl(methyl)amino]methyl]phenyl]-C-phenylcarbonimidoyl]-2-hydroxy-1H-indole-6-carboxylate